C1(CC1)C1=C(CNC=2C=NC=CC2C(=O)O)C=CC(=C1)C(F)(F)F 3-{[2-cyclopropyl-4-(trifluoromethyl)benzyl]amino}pyridine-4-carboxylic acid